CN1[C@@H]2CN([C@H](C1)C2)CC(=O)NCC=2C=CC=1NC3=CC=C(C=C3OC1C2)C(F)(F)F 2-((1S,4S)-5-methyl-2,5-diazabicyclo[2.2.1]heptan-2-yl)-N-((7-(trifluoromethyl)-10H-phenoxazin-3-yl)methyl)acetamide